(2S,4R)-allyl-4-(2-((1R,3R)-3-((2S,3S)-N,3-dimethyl-2-((R)-1-methylpiperidine-2-carboxamido)pentanamido)-1-ethoxy-4-methylpentyl)thiazole-4-carboxamido)-2-methyl-5-phenylpentanoate C(C=C)OC([C@H](C[C@H](CC1=CC=CC=C1)NC(=O)C=1N=C(SC1)[C@@H](C[C@H](C(C)C)N(C([C@H]([C@H](CC)C)NC(=O)[C@@H]1N(CCCC1)C)=O)C)OCC)C)=O